N-(8,9-difluoro-6-oxo-1,4,5,6-tetrahydro-2H-pyrano[3,4-c]isoquinolin-1-yl)-N,2-dimethylindolizine-6-carboxamide FC=1C(=CC=2C3=C(NC(C2C1)=O)COCC3N(C(=O)C3=CN1C=C(C=C1C=C3)C)C)F